(S,E)-2-((2-((6-carbonyl-5-(trifluoromethyl)-1-((2-(trimethylsilyl)ethoxy)methyl)-1,6-Dihydropyridazin-4-yl)amino)propoxy)imino)propionic acid C(=O)=C1C(=C(C=NN1COCC[Si](C)(C)C)N[C@H](CO\N=C(\C(=O)O)/C)C)C(F)(F)F